N1(C=NC=C1)CCCNCC(=O)OC(C)(C)C tert-butyl (3-(1H-imidazol-1-yl)propyl)glycinate